3-[2-fluoro-4-(4-piperidyl)anilino]piperidine-2,6-dione HCl salt Cl.FC1=C(NC2C(NC(CC2)=O)=O)C=CC(=C1)C1CCNCC1